(1s,4s)-4-(8-(4-chloro-2,3-difluorophenylamino)-2-((1s,3s)-3-hydroxycyclobutylamino)-9H-purin-9-yl)cyclohexanecarboxamide ClC1=C(C(=C(C=C1)NC=1N(C2=NC(=NC=C2N1)NC1CC(C1)O)C1CCC(CC1)C(=O)N)F)F